BrC=1C=C(C=2N(C(C(=C(N2)C(F)F)C)=O)C1)I 7-bromo-2-(difluoromethyl)-9-iodo-3-methyl-pyrido[1,2-a]pyrimidin-4-one